BrC1=C(C(=O)O)C=C(C(=C1)O[C@@H]1COCC1)OC (S)-2-bromo-5-methoxy-4-((tetrahydrofuran-3-yl)oxy)benzoic acid